O=C1OC[C@@H]2N1CCN(C2)CC2=C([C@@H](N=C(N2)C=2SC=CN2)C2=C(C=C(C=C2)F)Cl)C(=O)OC Methyl (4R)-6-[[(8aR)-3-oxo-5,6,8,8a-tetrahydro-1H-oxazolo[3,4-a]pyrazin-7-yl]methyl]-4-(2-chloro-4-fluoro-phenyl)-2-thiazol-2-yl-1,4-dihydropyrimidine-5-carboxylate